Ethyl (E)-8-[3-[(1R,3R)-3-(tert-butoxycarbonylamino)cyclohexyl]-8-chloro-imidazo[1,5-a]pyrazin-5-yl]oct-7-enoate C(C)(C)(C)OC(=O)N[C@H]1C[C@@H](CCC1)C1=NC=C2N1C(=CN=C2Cl)/C=C/CCCCCC(=O)OCC